C=C1CC2=CC=CC=C2CC1 2-Methylenetetralin